C1(CC1)C(=O)NC1=NC=C(C(=O)N)C(=C1)NC1=NC=CC(=C1OC)C=1C=NN(C1)C1COCC1OC 6-(cyclopropanecarboxamido)-4-((3-methoxy-4-(1-(4-methoxytetrahydrofuran-3-yl)-1H-pyrazol-4-yl)pyridin-2-yl)amino)nicotinamide